C12(CCC(CC1)C2)NC(=O)C2=CC=C(C(=N2)C(=O)OC)C=2C(=CC1=C(OCCC3=C1SC=C3)C2)C(NC2=C(C=C(C=C2)CNC(=O)OC(C)(C)C)C)=O methyl 6-(bicyclo[2.2.1]heptan-1-ylcarbamoyl)-3-(9-((4-(((tert-butoxycarbonyl)amino)methyl)-2-methylphenyl)carbamoyl)-4,5-dihydrobenzo[b]thieno[2,3-d]oxepin-8-yl)picolinate